BrC1=CC=C(C=C1)NC1=NC=C2C(N(N(C2=N1)C1=CC=CC(=N1)OC1CCN(CC1)C(=O)OC(C)(C)C)CC=C)=O tert-butyl 4-{6-[6-(4-bromophenylamino)-3-oxo-2-(prop-2-enyl)-1,2-dihydro-3H-1,2,5,7-tetraazainden-1-yl]pyrid-2-yloxy}piperidine-1-carboxylate